9,9'-(4-(9H-carbazol-9-yl)-2,6-bis(2,6-diphenylpyrimidin-4-yl)-1,3-phenylene)bis(3-phenyl-9H-carbazole) C1=CC=CC=2C3=CC=CC=C3N(C12)C1=C(C(=C(C(=C1)C1=NC(=NC(=C1)C1=CC=CC=C1)C1=CC=CC=C1)N1C2=CC=CC=C2C=2C=C(C=CC12)C1=CC=CC=C1)C1=NC(=NC(=C1)C1=CC=CC=C1)C1=CC=CC=C1)N1C2=CC=CC=C2C=2C=C(C=CC12)C1=CC=CC=C1